FC(S(=O)(=O)OC1=CCCC2=CC=CC=C12)(F)F 3,4-dihydronaphthalen-1-yl trifluoromethanesulfonate